FC(C=1C=C(C=C(C1)C(F)(F)F)/C=C(/C(=O)[O-])\C#N)(F)F (E)-3-(3,5-bis(trifluoromethyl) phenyl)-2-cyanoacrylate